ClC1=C(C(=O)N[C@@H]2[C@H](CN(CC2)C2=NC=C(N=C2)C=2C=3N(C=C(C2)OCC)N=CC3C#N)O)C(=CC=C1)F 2-chloro-N-((3S,4S)-1-(5-(3-cyano-6-ethoxypyrazolo[1,5-a]pyridin-4-yl)pyrazin-2-yl)-3-hydroxypiperidin-4-yl)-6-fluorobenzamide